C(C)OC=1C=CC(=NC1)CO (5-ethoxy-pyridin-2-yl)-methanol